4-(2-bromo-2-(3-tolyl)acetyl)-N,N-dimethylbenzenesulfonamide BrC(C(=O)C1=CC=C(C=C1)S(=O)(=O)N(C)C)C=1C=C(C=CC1)C